FC1=C(C=C(C2=C1C(=C(O2)C)CCNC2=CC=NC=N2)OC)F 6-[2-(4,5-Difluoro-7-methoxy-2-methyl-benzofuran-3-yl)-ethylamino]-pyrimidin